4-(3-nitrilopropoxy)benzoic acid N#CCCOC1=CC=C(C(=O)O)C=C1